ClC=1N=C(C2=C(N1)N=CC=C2)N(C)C 2-chloro-N,N-dimethylpyrido[2,3-d]pyrimidin-4-amine